ethyl (1S,3S,5S)-2-((4-(4-(ethoxy(methyl)phosphoryl)phenoxy)benzoyl)glycyl)-5-methyl-2-azabicyclo[3.1.0]hexane-3-carboxylate C(C)OP(=O)(C)C1=CC=C(OC2=CC=C(C(=O)NCC(=O)N3[C@H]4C[C@]4(C[C@H]3C(=O)OCC)C)C=C2)C=C1